[O+2].S(=O)(=O)([O-])[O-] sulphate oxygen